FC1=C(C(=O)OC)C=C(C=C1)C1=CN=C(S1)C methyl 2-fluoro-5-(2-methyl-1,3-thiazol-5-yl)benzoate